[Na+].[Na+].OC=1C(=CC2=CC(=C(C=C2C1)O)S(=O)(=O)[O-])S(=O)(=O)[O-] 3,6-dihydroxynaphthalene-2,7-disulfonic acid disodium salt